C1(=CC=CC=C1)[C@H]1CC[C@H](CC1)OCC1N(CCCC1)C(=O)[O-] 2-((((CIS)-4-phenylcyclohexyl)oxy)methyl)piperidine-1-carboxylate